N1N=CC(=C1)CN(C1=NC(=C(C(=C1C#N)CC)C#N)Cl)C 2-(((1H-pyrazol-4-yl)methyl)(methyl)amino)-6-chloro-4-ethylpyridine-3,5-dicarbonitrile